C1C(C)O1 1,2-Propylenoxid